oxocyclododecan-2-yl nicotinate C(C1=CN=CC=C1)(=O)OC1C(CCCCCCCCCC1)=O